CC1C(CC1)C1(NC(NC1=O)=O)CNC(=O)C=1C(=CC=CC1)C1=CC=C(C=C1)C(F)(F)F N-{[4-(2-methylcyclobutyl)-2,5-dioxoimidazolidin-4-yl]methyl}-4'-(trifluoromethyl)[biphenyl]-2-carboxamide